ClC1=NC=CC=2[C@]3(CCC4(O[C@@H]([C@H](O4)C)C)C12)NC(OC3)=O (4S,4''R,5''R)-1'-chloro-4'',5''-dimethyl-6',7'-dihydrodispiro[oxazolidine-4,5'-isoquinoline-8',2''-[1,3]dioxolan]-2-one